6-acetyl-5-fluoro-N-(5-fluoro-1H-indol-3-yl)-1-methyl-indole-3-carboxamide C(C)(=O)C1=C(C=C2C(=CN(C2=C1)C)C(=O)NC1=CNC2=CC=C(C=C12)F)F